(2R,3R)-2-(4-((ethylcarbamoyl)oxy)-3,5-dihydroxyphenyl)-5,7-dihydroxychroman-3-yl 4-((ethylcarbamoyl)oxy)-3,5-dihydroxybenzoate C(C)NC(=O)OC1=C(C=C(C(=O)O[C@H]2[C@H](OC3=CC(=CC(=C3C2)O)O)C2=CC(=C(C(=C2)O)OC(NCC)=O)O)C=C1O)O